C(C[C@@H](CC(=O)N[C@@H]1[C@@H]([C@H]([C@H](O[C@H]1NC2=[NH+][C@@H]([C@H](N2)[C@@H](C[NH3+])O)C(=O)[O-])CO)OC(=O)N)O)[NH3+])C[NH3+] The molecule is a primary aliphatic ammonium ion which is obtained from streptothricin F by protonation of the guanidino and amino groups and deprotonation of the carboxylic acid group. It is a primary aliphatic ammonium ion, a monocarboxylic acid anion and a guanidinium ion. It is a conjugate acid of a streptothricin F acid.